(2S)-2-[(2S)-2-[2-(2-{2-[(4-tert-butylphenyl)formamido]ethoxy}ethoxy)acetamido]-6-(diethylamino)hexanamido]-3-hydroxypropanoic acid C(C)(C)(C)C1=CC=C(C=C1)C(=O)NCCOCCOCC(=O)N[C@H](C(=O)N[C@H](C(=O)O)CO)CCCCN(CC)CC